5-[4-[[3-(2,4-dimethyl-1,3-thiazol-5-yl)-6-oxopyridazin-1-yl]methyl]piperidin-1-yl]pyridine-2-carbonitrile CC=1SC(=C(N1)C)C1=NN(C(C=C1)=O)CC1CCN(CC1)C=1C=CC(=NC1)C#N